BrC1=C(C=CC=C1)C1CN(CCN1)C1=C(C(=NC(=N1)N)N)Cl 6-(3-(2-bromophenyl)piperazin-1-yl)-5-chloropyrimidine-2,4-diamine